C(C)(C)(C)C=1C(C2=CC=CC=C2C(C1)=O)=O 2-tert-butyl-1,4-naphthoquinone